4-[[(2R,3R,4R,5S)-3-[3,4-Difluoro-2-(trideuteriomethoxy)phenyl]-4,5-dimethyl-5-(trifluoromethyl)tetrahydrofuran-2-carbonyl]amino]-1-oxido-pyridin-1-ium-2-carboxamid FC=1C(=C(C=CC1F)[C@@H]1[C@@H](O[C@@]([C@@H]1C)(C(F)(F)F)C)C(=O)NC1=CC(=[N+](C=C1)[O-])C(=O)N)OC([2H])([2H])[2H]